[1-(2,6-dioxo-3-piperidinyl)-7-fluoro-3-methyl-2-oxo-benzimidazole-4-yl]Piperazine O=C1NC(CCC1N1C(N(C2=C1C(=CC=C2N2CCNCC2)F)C)=O)=O